Methyl 3-(N-((1S,9S)-9-ethyl-5-fluoro-9-hydroxy-4-methyl-10,13-dioxo-2,3,9,10,13,15-hexahydro-1H,12H-benzo[de]pyrano[3',4':6,7]indolizino[1,2-b]quinolin-1-yl)sulfamoyl)propanoate C(C)[C@]1(C(OCC=2C(N3CC=4C(=NC=5C=C(C(=C6C5C4[C@H](CC6)NS(=O)(=O)CCC(=O)OC)C)F)C3=CC21)=O)=O)O